OCC(C)(C)COC(CC(CCCCC)CCCCC)=O 2-(hydroxymethyl)-2-{[(3-pentyloctanoyl)oxy]methyl}propane